Cl.Cl.NCCCCCN 1,5-Diaminopentan dihydrochlorid